N-(4-(2-(dimethylamino)pyrimidin-5-yl)phenyl)-1-(4-fluorophenoxy)cyclopropane-1-carboxamide CN(C1=NC=C(C=N1)C1=CC=C(C=C1)NC(=O)C1(CC1)OC1=CC=C(C=C1)F)C